8-(4-Aminopyridin-2-yl)-N-(4-(4-methylpiperazin-1-yl)phenyl)quinazolin-2-amine NC1=CC(=NC=C1)C=1C=CC=C2C=NC(=NC12)NC1=CC=C(C=C1)N1CCN(CC1)C